3,7-dimethyl-2-methylenenon-6-enal CC(C(C=O)=C)CCC=C(CC)C